3,6-dichloro-N-[2-(1-methyl-1H-imidazol-2-yl)ethyl]pyridazine-4-carboxamide ClC=1N=NC(=CC1C(=O)NCCC=1N(C=CN1)C)Cl